FC1=C(OC2=C3C(=NC=C2)NC=C3C=3C=C(C#N)C=C(C3)F)C(=CC(=C1)NC=1OC[C@@](CN1)(C)CO)F |r| (+/-)-3-[4-(2,6-difluoro-4-{[5-(hydroxymethyl)-5-methyl-5,6-dihydro-4H-1,3-oxazin-2-yl]amino}phenoxy)-1H-pyrrolo[2,3-b]pyridin-3-yl]-5-fluorobenzonitrile